1,1-dioxo-1,2-benzothiazole-3,6-diamine O=S1(N=C(C2=C1C=C(C=C2)N)N)=O